2-(4-(((9H-fluoren-9-yl)methoxy)carbonyl)-2-oxopiperazin-1-yl)acetic Acid C1=CC=CC=2C3=CC=CC=C3C(C12)COC(=O)N1CC(N(CC1)CC(=O)O)=O